tert-Butyl 3-((4-(2-(2,3,5-trifluoro-4-((phenylmethyl)sulfonamido)phenoxy)pyridin-3-yl)pyrimidin-2-yl)methyl)piperidine-1-carboxylate FC1=C(OC2=NC=CC=C2C2=NC(=NC=C2)CC2CN(CCC2)C(=O)OC(C)(C)C)C=C(C(=C1F)NS(=O)(=O)CC1=CC=CC=C1)F